CC1=C(C(=CC(=C1)C)C)C=1C=C(N)C=CC1 3-(2,4,6-trimethylphenyl)aniline